(R)-N-(3-(1-((2-amino-5-chloropyridin-3-yl)oxy)ethyl)-phenyl)-1-methyl-1,2,3,4-tetrahydroquinoline-7-carboxamide NC1=NC=C(C=C1O[C@H](C)C=1C=C(C=CC1)NC(=O)C1=CC=C2CCCN(C2=C1)C)Cl